perfluoro(3-oxahept-1-ene) FC(=C(OC(C(C(C(F)(F)F)(F)F)(F)F)(F)F)F)F